1-(3-methoxybenzyl)cyclobutane-1-carbonitrile COC=1C=C(CC2(CCC2)C#N)C=CC1